FC(O[C@@H]1CN(CC1)C=1C=2N(N=C(C1)C=1C(NC(NC1)=O)=O)C=CN2)(F)F (S)-5-(8-(3-(trifluoromethoxy)pyrrolidin-1-yl)imidazo[1,2-b]pyridazin-6-yl)pyrimidine-2,4(1H,3H)-dione